tert-butyl 7-((1S)-1-(1-ethyl-4-methyl-1H-benzo[d][1,2,3]triazol-5-yl)-2-(methoxycarbonyl)butyl)-3,4-dihydroisoquinoline-2(1H)-carboxylate C(C)N1N=NC2=C1C=CC(=C2C)[C@@H](C(CC)C(=O)OC)C2=CC=C1CCN(CC1=C2)C(=O)OC(C)(C)C